3-(morpholine-4-carbonyl)phenol N1(CCOCC1)C(=O)C=1C=C(C=CC1)O